C1(CC1)C1=C(C=C2C=NN(C2=C1)C1CCOCC1)N 6-cyclopropyl-1-(tetrahydro-2H-pyran-4-yl)-1H-indazol-5-amine